C(C)(C)(C)C=1C(=C(C(=CC1)OC)S(=O)(=O)NC(=O)C1=NC2=CC=CC(=C2C=C1)N1N=CC=C1)OC N-((3-(tert-butyl)-2,6-dimethoxyphenyl)-sulfonyl)-5-(1H-pyrazol-1-yl)quinoline-2-carboxamide